4-((3-amino-1H-indazol-1-yl)methyl)benzonitrile NC1=NN(C2=CC=CC=C12)CC1=CC=C(C#N)C=C1